C1(=CCCCC1)C=1C=CC=C2C=C(C=NC12)C(=O)NC(CO)C 8-(cyclohex-1-en-1-yl)-N-(1-hydroxypropan-2-yl)quinoline-3-carboxamide